ethyl 4-chloro-2-methylsulfanyl-6-(1,4-oxazepan-4-yl)pyrimidine-5-carboxylate ClC1=NC(=NC(=C1C(=O)OCC)N1CCOCCC1)SC